Cl.Cl.C1(=CC=CC=C1)NCCC1=NC=CC=C1 phenyl-2-pyridylethylamine dihydrochloride